1,1-difluorospiro[2.5]octan-6-one FC1(CC12CCC(CC2)=O)F